1H-Pyrazol-4-ylmethyl-3-[4-(4-o-tolyl-thiazol-2-ylamino)-phenyl]-urea N1N=CC(=C1)CNC(=O)NC1=CC=C(C=C1)NC=1SC=C(N1)C1=C(C=CC=C1)C